4-(1-(5-acrylamido-2-fluorophenyl)-3-amino-1H-pyrazol-4-yl)-2-fluorobenzamide C(C=C)(=O)NC=1C=CC(=C(C1)N1N=C(C(=C1)C1=CC(=C(C(=O)N)C=C1)F)N)F